ClC1=C(N=C(S1)N1C2C(C=3C=C(C=CC13)C)CN(CC2)C)S(=O)(=O)C2=CC=CC=C2 5-chloro-2-(2,8-dimethyl-1,2,3,4,4a,9b-hexahydro-5H-pyrido[4,3-b]indol-5-yl)-4-(phenylsulfonyl)thiazole